1-Bromo-2,5,6,7-tetrahydro-4H-isoindol-4-one BrC=1NC=C2C(CCCC12)=O